4-((1-(tert-butoxycarbonyl)-4-formylpiperidin-4-yl)methyl)-5-fluorophthalic Acid Dimethyl Ester COC(C=1C(C(=O)OC)=CC(=C(C1)F)CC1(CCN(CC1)C(=O)OC(C)(C)C)C=O)=O